6-(4-fluorophenethyl)-2-isobutyl-5-(5-methyl-1,3,4-oxadiazol-2-yl)-4-(7-((pyridin-3-ylmethyl)amino)thieno[2,3-c]pyridin-2-yl)nicotinamide FC1=CC=C(CCC2=NC(=C(C(=O)N)C(=C2C=2OC(=NN2)C)C2=CC=3C(=C(N=CC3)NCC=3C=NC=CC3)S2)CC(C)C)C=C1